C(C=C)(=O)NCCCC[C@@H](C(=O)N1CCN(CC1)S(=O)(=O)C1=CC=CC2=CC=CC=C12)NC(OCC1=CC=CC=C1)=O (S)-benzyl 6-acrylamido-1-(4-(naphthalen-1-ylsulfonyl)piperazin-1-yl)-1-oxohexan-2-ylcarbamate